tert-butyl 4-methyl-4-(4-methylquinolin-2-yl)piperidine-1-carboxylate CC1(CCN(CC1)C(=O)OC(C)(C)C)C1=NC2=CC=CC=C2C(=C1)C